ClC1=CC(=C2C(=N1)C(=NN2COCC[Si](C)(C)C)NC(C)C)C=O 5-chloro-3-(isopropylamino)-1-((2-(trimethylsilyl)ethoxy)methyl)-1H-pyrazolo[4,3-b]pyridine-7-carbaldehyde